(8-((1R,2R)-2-hydroxy-2-methylcyclopentyl)-2-((4-(methylsulfonyl)phenyl)amino)-7-oxo-7,8-dihydropyrido[2,3-d]pyrimidin-6-yl)acetonitrile O[C@]1([C@@H](CCC1)N1C(C(=CC2=C1N=C(N=C2)NC2=CC=C(C=C2)S(=O)(=O)C)CC#N)=O)C